(S)-5-(3-(1-(5-fluoro-3-methylbenzofuran-2-yl)-2-methylpropyl)ureido)-N,N-dimethylpyridineamide FC=1C=CC2=C(C(=C(O2)[C@H](C(C)C)NC(NC=2C=CC(=NC2)C(=O)N(C)C)=O)C)C1